C[Si](CCOCOC1=C(C=C(C=C1)B(O)O)C#C[Si](C)(C)C)(C)C [4-(2-trimethylsilylethoxymethoxy)-3-(2-trimethylsilylethynyl)phenyl]boronic acid